O1[C@H](CNCCC1)C1=CC=C(C=C1)NC(C1=CC(=CC=C1)Cl)=O (S)-N-(4-(1,4-Oxazepan-2-yl)-phenyl)-3-chlorobenzamid